C(C)N1[C@H]([C@@H](CCC1)C1=CC=2C(=NC=C(C2NC=2C(=CC3=C(N=CS3)C2F)F)F)S1)C N-(2-((2S,3R)-1-ethyl-2-methylpiperidin-3-yl)-5-fluorothieno[2,3-b]pyridin-4-yl)-4,6-difluorobenzo[d]thiazol-5-amine